ClCCN(C1=CC2=C(N(C(=N2)CCCC(=O)O)C)C=C1)CCO 4-{5-[(2-chloroethyl)-(2-hydroxyethyl)amino]-1-methyl-1H-benzimidazol-2-yl}butanoic acid